ClC=1C=C2C3(C(N(CC2=CC1)CC)=O)CC(C3)N3C(C1=CC=CC=C1C3=O)=O 2-(6'-chloro-2'-ethyl-3'-oxo-2',3'-dihydro-1'H-spiro[cyclobutane-1,4'-isoquinolin]-3-yl)isoindoline-1,3-dione